ClC1=NC=C(C=C1NS(=O)(=O)C)C=1C=C2C(=C(C=NC2=CC1)C#N)NC1=C(C(=CC=C1)Cl)F N-[2-chloro-5-[4-(3-chloro-2-fluoro-anilino)-3-cyano-6-quinolyl]-3-pyridyl]methanesulfonamide